N-(1-(3-Chlorophenyl)-2-hydroxyethyl)-1-(2-((2,3-dihydrobenzofuran-5-yl)amino)pyridin-4-yl)-1H-imidazole-4-carboxamide ClC=1C=C(C=CC1)C(CO)NC(=O)C=1N=CN(C1)C1=CC(=NC=C1)NC=1C=CC2=C(CCO2)C1